((2-((8-amino-6-(3-cyanophenyl)-5-(pyrimidin-4-yl)-[1,2,4]triazolo[1,5-a]pyrazin-2-yl)methyl)-3-fluorobenzyl)amino)acetamide NC=1C=2N(C(=C(N1)C1=CC(=CC=C1)C#N)C1=NC=NC=C1)N=C(N2)CC2=C(CNCC(=O)N)C=CC=C2F